C(C)(C)(C)OC(=O)NCCCC#CC1=C(N(C(N(C1=O)CC1=CC=C(C=C1)OC)=O)CC1=CC=C(C=C1)OC)C(=O)OC methyl 5-(5-((tert-butoxycarbonyl)amino)pent-1-yn-1-yl)-1,3-bis(4-methoxybenzyl)-2,6-dioxo-1,2,3,6-tetrahydropyrimidine-4-carboxylate